1-adamant-1-yl-3-{5-[2-(2-ethoxyethoxy)ethoxy]Pentyl}urea C12(CC3CC(CC(C1)C3)C2)NC(=O)NCCCCCOCCOCCOCC